FC(C=1N=CC(=NC1)C=1C=2N(C3=CC=C(C=C3N1)C(=O)O)C=CC2)(F)F 4-(5-(trifluoromethyl)pyrazin-2-yl)pyrrolo[1,2-a]quinoxaline-7-carboxylic acid